3-Cyclopentyl-6-Methyl-1-(1-(5-(Trifluoromethyl)Pyridin-2-Yl)Ethyl)-1H-Pyrazolo[3,4-d]Pyrimidin-4(5H)-One C1(CCCC1)C1=NN(C=2N=C(NC(C21)=O)C)C(C)C2=NC=C(C=C2)C(F)(F)F